(S)-methyl 2-(tert-butoxycarbonylamino)-3-(3-(4,4,5,5-tetramethyl-1,3,2-dioxaborolan-2-yl)-5-(triisopropylsilyloxy)phenyl)-propanoate C(C)(C)(C)OC(=O)N[C@H](C(=O)OC)CC1=CC(=CC(=C1)O[Si](C(C)C)(C(C)C)C(C)C)B1OC(C(O1)(C)C)(C)C